acetic 2-[2-hydroxy-ethoxy]-ethyl ester OCCOCCOC(C)=O